C(C1=CC=CC=C1)OC=1C=CC(=C2C=CC(NC12)=O)[C@H]1OC1 (R)-8-benzyloxy-5-(2-oxiranyl)quinolin-2(1H)-one